[Cu].[Ag].[Au] gold-silver copper